C1(=CC=CC=C1)C1CC(CCC1)N 3-phenylcyclohexan-1-amine